COC=1C=CC(=NC1)COC1=NC=C(C=C1)B1OC(C(O1)(C)C)(C)C 2-[(5-methoxy-2-pyridyl)methoxy]-5-(4,4,5,5-tetramethyl-1,3,2-dioxaborolan-2-yl)pyridine